CC1([C@H](C1)C(=O)N1CC2(C1)CN(CC2COCC2=C(C(=CC=C2)C2=CC=C(C=C2)C(F)(F)F)C(=O)OC)C(=O)C2=CN=CS2)C methyl 3-(((2-((s)-2,2-dimethylcyclopropane-1-carbonyl)-6-(thiazole-5-carbonyl)-2,6-diazaspiro[3.4]octan-8-yl)methoxy)methyl)-4'-(trifluoromethyl)-[1,1-biphenyl]-2-carboxylate